CC=1NC(C2=C(N1)C(=NC(=C2C#N)C2=CC=CC=C2)C)=O 2,8-dimethyl-4-oxo-6-phenyl-3,4-dihydropyrido[3,4-d]pyrimidine-5-carbonitrile